F[C@H]1CN(C[C@@H]1O)C(=O)OC(C)(C)C tert-butyl (3S,4S)-3-fluoro-4-hydroxy-pyrrolidine-1-carboxylate